CN1C2=NC(=NC(=C2N=C1)N[C@H]1[C@@H](C1)C1=CC=CC=C1)SCCC 9-Methyl-N-((1R,2S)-2-phenylcyclopropyl)-2-(propylthio)-9H-purin-6-amin